diisooctyl-2,2'-[(dioctylstannylene)bis(thio)] diacetate CCCCCCCC[Sn](CCCCCCCC)(SCC(=O)OC(C)CCCCCC)SCC(=O)OC(C)CCCCCC